O=C1NC(CCC1C1=NN(C2=CC(=CC=C12)N1CCN(CC1)CCC1CC(C1)NC(OC(C)(C)C)=O)C)=O tert-butyl (3-(2-(4-(3-(2,6-dioxopiperidin-3-yl)-1-methyl-1H-indazol-6-yl)piperazin-1-yl)ethyl)cyclobutyl)carbamate